NC1=NC(=C2C(=N1)N(N=C2)CC2=C(C=C(C=C2F)[N+](=O)[O-])F)C=2C(=C(C#N)C=CC2)F 3-[6-amino-1-[(2,6-difluoro-4-nitro-phenyl)methyl]pyrazolo[3,4-d]pyrimidin-4-yl]-2-fluoro-benzonitrile